bis((1-isopropylcyclohexyl)cyclopentadienyl)zirconium dichloride [Cl-].[Cl-].C(C)(C)C1(CCCCC1)C1(C=CC=C1)[Zr+2]C1(C=CC=C1)C1(CCCCC1)C(C)C